7-((4-chloro-2-fluorobenzyl)oxy)-3,4-dihydroisoquinolin ClC1=CC(=C(COC2=CC=C3CCN=CC3=C2)C=C1)F